CC1(COB(OC1)B1OCC(CO1)(C)C)C 2-(5,5-dimethyl-1,3,2-dioxaborin-2-yl)-5,5-dimethyl-1,3,2-dioxaborinane